C12(CC3CC(CC(C1)C3)C2)CC(=O)NCCCCCN 2-(adamantan-1-yl)-N-(5-aminopentyl)acetamide